N1(CCC2=CC=CC=C12)C(\C=C\[C@H](CC(C)C)C1(OCCCNC1)C(=O)N)=O [(2E,4S)-1-(2,3-Dihydro-1H-Indol-1-yl)-6-methyl-1-oxohepten-4-yl]-1,4-oxazepanecarboxamide